6-bromo-3-nitropyridin BrC1=CC=C(C=N1)[N+](=O)[O-]